O1N=C(N=C1)C=1C=C(N)C=CC1 3-(1,2,4-oxadiazol-3-yl)-aniline